2-azidononaethylene glycol methyl ether methacrylate C(C(=C)C)(=O)OCCOCCOCCOCCOCCOCCOCCOCCOC(COC)N=[N+]=[N-]